tert-butyl ((1R,3S)-3-((7-cyano-5-(isopropylamino)-2,6-naphthyridin-3-yl)carbamoyl)cyclohexyl)carbamate C(#N)C1=NC(=C2C=C(N=CC2=C1)NC(=O)[C@@H]1C[C@@H](CCC1)NC(OC(C)(C)C)=O)NC(C)C